tert-butyl 4-([isopropyl[(1r,3r)-3-[3-formyl-2-methoxy-4-(methoxycarbonyl)phenoxy]cyclobutyl]amino]methyl)piperidine-1-carboxylate C(C)(C)N(C1CC(C1)OC1=C(C(=C(C=C1)C(=O)OC)C=O)OC)CC1CCN(CC1)C(=O)OC(C)(C)C